magnesium 2-(tert-butyl)-2-hexylmalonate C(C)(C)(C)C(C(=O)[O-])(C(=O)[O-])CCCCCC.[Mg+2]